C(CCCCCCCCC)C(C(=O)OCCN(CCN(CC)CC)CCOC(OC(CCCC(=O)OCCCCCCC)CCCCCC)=O)CCCCCCCCCC heptyl 6-(2-((2-decyldodecanoyl)oxy)ethyl)-3-Ethyl-12-hexyl-10-oxo-9,11-dioxa-3,6-diazahexadecane-16-oate